5-{2-[5-chloro-2-(4-methoxy-2,3-dimethylbenzenesulfonamido)-phenyl]ethynyl}-4-methoxypyridine-2-carboxylic acid ClC=1C=CC(=C(C1)C#CC=1C(=CC(=NC1)C(=O)O)OC)NS(=O)(=O)C1=C(C(=C(C=C1)OC)C)C